7-Chloro-5-(2-methoxyphenyl)imidazo[1,2-a]quinoxalin-4(5H)-one ClC=1C=C2N(C(C=3N(C2=CC1)C=CN3)=O)C3=C(C=CC=C3)OC